FC(C1=NC(=NO1)C=1C=CC(=NC1)CN1C=NC(=C1C#N)C#N)(F)F 1-[[5-[5-(trifluoromethyl)-1,2,4-oxadiazol-3-yl]-2-pyridyl]methyl]imidazole-4,5-dicarbonitrile